C(C)OC(C(=O)Cl)=O.C(C)OC(=O)C(NC1=C(C(=CC(=C1)Br)F)C=O)=O.ClC=1C=C(C=CC1C(F)(F)F)C#CC1CNC1 3-[2-[3-Chloro-4-(trifluoromethyl)phenyl]ethynyl]azetidine Ethyl-[(5-bromo-3-fluoro-2-formylphenyl)carbamoyl]formate Ethyl-chloroglyoxylate